C1(=CC=C2C=CC=C3C4=CC=CC=C4C1=C23)OB(O)O fluoranthenyl-boric acid